5,6-dihydro-3-methoxy-9-methylbenzo[C]xanthylium bis(2-ethylhexyl)sulfosuccinate C(C)C(CC(C(C(=O)[O-])S(=O)(=O)O)(C(=O)[O-])CC(CCCC)CC)CCCC.COC=1C=CC2=C(CCC=3C=C4C=C(C=CC4=[O+]C23)C)C1.COC=1C=CC2=C(CCC=3C=C4C=C(C=CC4=[O+]C23)C)C1